2-(6-fluoro-1H-indol-3-yl)-N-methyl-N-(1-(pyridin-4-yl)ethyl)acetamide FC1=CC=C2C(=CNC2=C1)CC(=O)N(C(C)C1=CC=NC=C1)C